C(C(C([2H])([2H])[2H])N[C@@H]1CN(CC12CC2)C(=O)OC(C)(C)C)([2H])([2H])[2H] tert-Butyl (S)-7-((propan-2-yl-1,1,1,3,3,3-d6)amino)-5-azaspiro[2.4]heptane-5-carboxylate